2-[(3S,5R)-3,5-dimethylpiperazin-1-yl]ethyl 6-[5-(6-methyl-2-pyridyl)-1H-pyrazol-4-yl]quinoline-3-carboxylate CC1=CC=CC(=N1)C1=C(C=NN1)C=1C=C2C=C(C=NC2=CC1)C(=O)OCCN1C[C@@H](N[C@@H](C1)C)C